4-((5-bromopentyl)(5-(3,5-dimethylisoxazol-4-yl)-2-methylphenyl)amino)-2-chlorobenzonitrile BrCCCCCN(C1=CC(=C(C#N)C=C1)Cl)C1=C(C=CC(=C1)C=1C(=NOC1C)C)C